(N-[3-(trimethoxysilyl)propyl])Ethylenediamine CO[Si](CCCNCCN)(OC)OC